ClC=1C=C(C(=NC1)OC)S(=O)(=O)N1CC2(C1)CN(C2)C2CCOCC2 2-((5-chloro-2-methoxypyridin-3-yl)sulfonyl)-6-(tetrahydro-2H-pyran-4-yl)-2,6-diazaspiro[3.3]heptane